C(C)OC1=C(SC(=C1)C1=NC=NC(=C1)NCCN1C(=CC2=C(C=CC(=C12)F)OC)C)NC(CCO)=O N-(3-Ethoxy-5-{6-[2-(7-fluoro-4-methoxy-2-methyl-indol-1-yl)-ethylamino]-pyrimidin-4-yl}thiophen-2-yl)-3-hydroxy-propionamide